4-(((1R,2S)-2-((tert-butyldimethylsilyl)oxy)-1-(5-(4-(piperazin-1-yl)phenyl)-1,3,4-oxadiazol-2-yl)propyl)amino)-2-chloro-3-methylbenzonitrile [Si](C)(C)(C(C)(C)C)O[C@H]([C@H](C=1OC(=NN1)C1=CC=C(C=C1)N1CCNCC1)NC1=C(C(=C(C#N)C=C1)Cl)C)C